N-(2-(1H-Benzo[d]imidazol-5-yl)ethyl)-8,8-dimethyl-11-(((1-methylpiperidin-4-yl)oxy)methyl)-7,10-dihydro-8H-pyrano[3'',4'':5',6']pyrido[3',2':4,5]thieno[3,2-d]pyrimidin-4-amine N1C=NC2=C1C=CC(=C2)CCNC=2C1=C(N=CN2)C2=C(S1)N=C1C(=C2COC2CCN(CC2)C)COC(C1)(C)C